alpha-dibenzylamino-epsilon-caprolactam C(C1=CC=CC=C1)N(C1C(=O)NCCCC1)CC1=CC=CC=C1